N-((3aR,4R,9R,9aR)-9-(Hydroxymethyl)-2,2-dimethyloctahydro-5,9-epoxy[1,3]dioxolo[4,5-d]azocin-4-yl)acetamide OC[C@@]12[C@H]3[C@@H]([C@H](C(NCC1)O2)NC(C)=O)OC(O3)(C)C